methyl 2-(1-((5-((3-amino-6-phenylpyridin-2-yl)amino)pyridine-2-yl)methyl)piperidin-4-yl)-2-methylpropanoate NC=1C(=NC(=CC1)C1=CC=CC=C1)NC=1C=CC(=NC1)CN1CCC(CC1)C(C(=O)OC)(C)C